6-hydroxy-3-iodo-2-(4-(methoxycarbonyl)phenyl)-1-methyl-1H-indole-5-carboxylic acid methyl ester COC(=O)C=1C=C2C(=C(N(C2=CC1O)C)C1=CC=C(C=C1)C(=O)OC)I